3-[5-[1-(3H-benzimidazol-5-ylmethyl)-4-hydroxy-4-piperidyl]-4,6-difluoro-1-oxo-isoindolin-2-yl]piperidine-2,6-dione N1=CNC2=C1C=CC(=C2)CN2CCC(CC2)(O)C=2C(=C1CN(C(C1=CC2F)=O)C2C(NC(CC2)=O)=O)F